The molecule is an N-acyl-15-methylhexadecasphing-4-enine-1-phosphocholine in which the acyl group has 19 carbons and 0 double bonds. It derives from a 15-methylhexadecasphing-4-enine. CCCCCCCCCCCCCCCCCCC(=O)N[C@@H](COP(=O)([O-])OCC[N+](C)(C)C)[C@@H](/C=C/CCCCCCCCCC(C)C)O